NCC(=O)C1=CC(=C(C=C1)O)O 2-amino-1-(3,4-dihydroxyphenyl)ethan-1-one